N-(2-chloro-5-fluorobenzylidene)-2-methylpropane-2-sulfinamide ClC1=C(C=NS(=O)C(C)(C)C)C=C(C=C1)F